C(C)(=O)OC=1C=C2C=NC(=NC2=CC1OC)C1=CC=C(C=C1)NC(CC1=CC=C(C=C1)F)=O (4-(2-(4-fluorophenyl) acetamido) phenyl)-7-methoxyquinazolin-6-yl acetate